C(C)OC(=O)C1=C(N=NC(=C1)Cl)NCC1=CC=C(C=C1)OC 6-chloro-3-((4-methoxybenzyl)amino)pyridazine-4-carboxylic acid ethyl ester